NC1=CC=C(C=C1)N(C1=CC=C(C=C1)N)C1=CC=C(C=C1)N Tri(4-aminophenyl)amin